[Fe](Cl)Cl.[Na].FC(C=1OC(=CC1C(=O)NC1=NC(=NS1)CC(C)N1CCOCC1)C1=CC(=CC=C1)C#N)(F)F 2-(trifluoromethyl)-5-(3-cyanophenyl)-N-(3-(2-morpholinopropyl)-1,2,4-thiadiazol-5-yl)furan-3-carboxamide sodium-iron (II) chloride